1-((3-acetyl-3-azabicyclo[3.1.1]heptan-6-yl)methyl)-4-chloro-N-(3-fluoro-5-(phenylethynyl)pyridin-2-yl)-1H-pyrazole-5-carboxamide C(C)(=O)N1CC2C(C(C1)C2)CN2N=CC(=C2C(=O)NC2=NC=C(C=C2F)C#CC2=CC=CC=C2)Cl